C(C)(=O)N1[C@H]2CC(C[C@@H]1CC2)N2N=C(C(=C2)C=2C=C(C=1N(C2)N=CC1C#N)SC1=C(C=CC=C1)C#N)C 6-(1-((1R,3s,5S)-8-acetyl-8-azabicyclo[3.2.1]octan-3-yl)-3-methyl-1H-pyrazol-4-yl)-4-((2-cyanophenyl)thio)pyrazolo[1,5-a]pyridine-3-carbonitrile